NC=1C(=C2CC(CC2=CC1)NC(OC(C)(C)C)=O)Cl tert-butyl (5-amino-4-chloro-2,3-dihydro-1H-inden-2-yl)carbamate